calcium luteolin tert-butyl-4-[(7-chloro-1,6-naphthyridin-2-yl)(hydroxy)methyl]piperidine-1-carboxylate C(C)(C)(C)C1N(CCC(C1)C(O)C1=NC2=CC(=NC=C2C=C1)Cl)C(=O)[O-].O1C(=CC(=O)C=2C(O)=CC(O)=CC12)C1=CC(O)=C(O)C=C1.[Ca+2].C(C)(C)(C)C1N(CCC(C1)C(C1=NC2=CC(=NC=C2C=C1)Cl)O)C(=O)[O-]